C(N)(OC1=C(C(=CC=C1)CCCC)OC(N)=O)=O butyl-1,2-phenylene dicarbamate